FC(C1=C(C=NN1)CN1CC2(C1)CNC2)(F)F 2-[[5-(trifluoromethyl)-1H-pyrazol-4-yl]methyl]-2,6-diazaspiro[3.3]heptane